(5S,8S)-N-(2,4-difluorobenzyl)-5-fluoro-8-hydroxy-8-methyl-5,6,7,8-tetrahydroquinoline-5-carboxamide FC1=C(CNC(=O)[C@]2(C=3C=CC=NC3[C@@](CC2)(C)O)F)C=CC(=C1)F